ClC1=C(C=CC(=C1)F)C(=O)N1C[C@@H]2CC[C@H](C1)N2C=2C=C(C=C1C=NNC21)S(=O)(=O)CC(C)(C)C (2-chloro-4-fluoro-phenyl)-[(1S,5R)-8-[5-(2,2-dimethylpropylsulfonyl)-1H-indazol-7-yl]-3,8-diazabicyclo[3.2.1]octan-3-yl]methanone